(1E)-1-chloroprop-1-ene Cl\C=C\C